6-(1-acryloylazetidin-3-yl)-3-methyl-2-phenylquinazolin-4(3H)-one C(C=C)(=O)N1CC(C1)C=1C=C2C(N(C(=NC2=CC1)C1=CC=CC=C1)C)=O